8-(dimethylamino)-3-(1-ethyl-3-(trifluoromethyl)-1H-pyrazol-5-yl)-8-(3-fluorophenyl)-1,3-diazaspiro[4.5]decan-2-one CN(C1(CCC2(CN(C(N2)=O)C2=CC(=NN2CC)C(F)(F)F)CC1)C1=CC(=CC=C1)F)C